[Si](C)(C)(C(C)(C)C)O[C@@H](C\C=N\[S@@](=O)C(C)(C)C)CCl (NE,S)-N-[(3S)-3-[tert-Butyl(dimethyl)silyl]oxy-4-chloro-butylidene]-2-methyl-propane-2-sulfinamide